NC=1NC(C2=C(N1)NC(CC2C2=CC(=C(C=C2)OCC)C)=O)=O 2-Amino-5-(4-ethoxy-3-methylphenyl)-5,8-dihydro-3H,6H-pyrido[2,3-d]pyrimidine-4,7-dione